C(C)(=O)C1=C(C(=CC=C1)F)N1CCC(CC1)C(=O)OCC ethyl 1-(2-acetyl-6-fluorophenyl)piperidine-4-carboxylate